2-bromo-2'-iodobiphenyl BrC1=C(C=CC=C1)C1=C(C=CC=C1)I